2-butyl-3-{[2'-(1H-tetrazol-5-yl)-[1,1'-biphenyl]-4-yl]methyl}-1,3-diazaspiro[4.4]non-1-en-4-one C(CCC)C1=NC2(C(N1CC1=CC=C(C=C1)C1=C(C=CC=C1)C1=NN=NN1)=O)CCCC2